CC=1N=C(C2=C(N1)OC=C2C(=O)NCC=2SC=C(N2)C)NC2(CC2)C methyl-N-[(4-methyl-1,3-thiazol-2-yl)methyl]-4-[(1-methylcyclopropyl)amino]furo[2,3-d]pyrimidine-5-carboxamide